6-hydroxy-2-(4-hydroxy-3-(trifluoromethyl)benzylidene)benzofuran-3(2H)-one OC1=CC2=C(C(C(O2)=CC2=CC(=C(C=C2)O)C(F)(F)F)=O)C=C1